tert-butyl (S)-7-bromo-2-isobutyl-2,3-dihydro-1H-pyrido[2,3-b][1,4]oxazine-1-carboxylate BrC1=CC2=C(OC[C@@H](N2C(=O)OC(C)(C)C)CC(C)C)N=C1